4-hydroxy-3-[2-(2-methoxyethoxy-methyl)-6-trifluoromethylpyridine-3-carbonyl]bicyclo[3.2.1]oct-3-en-2-one OC1=C(C(C2CCC1C2)=O)C(=O)C=2C(=NC(=CC2)C(F)(F)F)COCCOC